2-cyclopropyl-5'-fluoro-2'-((4-(7-((2-oxo-2,3-dihydro-1H-benzo[d]imidazol-5-yl)methyl)-2,7-diazaspiro[4.4]non-2-yl)pyrimidin-5-yl)oxy)-[1,1'-biphenyl]-4-carboxamide TFA salt OC(=O)C(F)(F)F.C1(CC1)C1=C(C=CC(=C1)C(=O)N)C1=C(C=CC(=C1)F)OC=1C(=NC=NC1)N1CC2(CC1)CN(CC2)CC2=CC1=C(NC(N1)=O)C=C2